ClC1=CC=C(CN2C(CC=3C(=CC=CC23)C(=O)N)=O)C=C1 (4-chlorobenzyl)-2-oxoindoline-4-carboxamide